(2,6-Diaminopyridin-3-yl)(phenyl)methanone NC1=NC(=CC=C1C(=O)C1=CC=CC=C1)N